ICCCCCCCCC/C=C/CCO (3E)-13-iodo-3-tridecen-1-ol